(+/-)-3-(4-(2-aminoethoxy)phenyl)-N5-((1R,5S,6r)-3-oxabicyclo[3.1.0]hexan-6-yl)-N7-methyl-2,3-dihydrobenzofuran-5,7-dicarboxamide NCCOC1=CC=C(C=C1)C1COC2=C1C=C(C=C2C(=O)NC)C(=O)NC2[C@H]1COC[C@@H]21